7-((3-((3R,5R)-5-(4-chlorophenyl)tetrahydro-furan-3-yl)-1,2,4-oxadiazol-5-yl)methyl)-1,3-dimethyl-3,7-dihydro-1H-purine-2,6-dione ClC1=CC=C(C=C1)[C@H]1C[C@@H](CO1)C1=NOC(=N1)CN1C=NC=2N(C(N(C(C12)=O)C)=O)C